FC(C)S(=O)(=O)C=1C=C(OC[C@H](CN[C@H]2COC3(C2)CCN(CC3)S(=O)(=O)C=3C=C2C=CC=NC2=CC3)O)C=CC1 (2S)-1-(3-(1-fluoroethylsulfonyl)phenoxy)-3-((R)-8-(quinolin-6-ylsulfonyl)-1-oxa-8-azaspiro[4.5]decan-3-ylamino)propan-2-ol